ONC(=O)[C@H]1[C@@H]2CC[C@H](CN1S(=O)(=O)C=1C=NC(=CC1)OC1CCOCC1)N2C(=O)OCCOC 2-methoxyethyl (1S,2R,5R)-2-(hydroxycarbamoyl)-3-((6-((tetrahydro-2H-pyran-4-yl)oxy)-pyridin-3-yl)sulfonyl)-3,8-diazabicyclo[3.2.1]-octane-8-carboxylate